C1(CCCCC1)N.O=C[C@H](O)[C@@H](O)[C@H](O)[C@H](O)C(=O)O D-glucuronic acid cyclohexylamine salt